trimethyl(2-hydroxypropyl)ammonium C[N+](CC(C)O)(C)C